ClC=1C=C(C(=O)O)C=CC1C=1C=C2C=NN(C2=CC1)C1=CC(=C(C=C1)F)O 3-chloro-4-(1-(4-fluoro-3-hydroxyphenyl)-1H-indazol-5-yl)benzoic acid